Sodium formamide C(=O)N.[Na]